N-(5-nitro-2-pyridyl)-1,2-ethylenediamine [N+](=O)([O-])C=1C=CC(=NC1)NCCN